3,4-dihydro-1H-pyrrolo[2,1-c][1,4]oxazine-7-carboxylic acid C1OCCN2C1=CC(=C2)C(=O)O